2-methoxy-5-(isopropenyl)-3-(trifluoromethyl)pyridine COC1=NC=C(C=C1C(F)(F)F)C(=C)C